(S)-2-(2-chloro-6-fluorobenzamido)-3-(4-(5,7-difluoro-3-methyl-2-oxo-2,3-dihydro-1H-benzo[d]imidazol-1-yl)phenyl)propionic acid methyl ester COC([C@H](CC1=CC=C(C=C1)N1C(N(C2=C1C(=CC(=C2)F)F)C)=O)NC(C2=C(C=CC=C2F)Cl)=O)=O